(S)-methyl (4-(4-((2-amino-2,4-dimethylpentyl)oxy)-3-(hydroxymethyl)phenyl)pyridin-2-yl)carbamate N[C@](COC1=C(C=C(C=C1)C1=CC(=NC=C1)NC(OC)=O)CO)(CC(C)C)C